2-(4-Chloro-3-fluorophenoxy)-N-(3-(5-((cis)-3-(trifluoromethyl)cyclobutyl)-1,3,4-oxadiazol-2-yl)bicyclo[1.1.1]pent-1-yl)acetamide ClC1=C(C=C(OCC(=O)NC23CC(C2)(C3)C=3OC(=NN3)[C@@H]3C[C@@H](C3)C(F)(F)F)C=C1)F